6-methoxy-1-((4-methoxyphenyl)sulfonyl)-1,2,3,4-tetrahydroquinoxaline COC=1C=C2NCCN(C2=CC1)S(=O)(=O)C1=CC=C(C=C1)OC